ClC1=C(N(C(C2=C(C=CC=C12)N1CCC(CC1)NC(OC(C)(C)C)=O)=O)C1=CC=CC=C1)[C@H](C)NC=1C2=C(N=CN1)NC=CC2=O tert-butyl (S)-(1-(4-chloro-1-oxo-3-(1-((5-oxo-5,8-dihydropyrido[2,3-d]pyrimidin-4-yl)amino)ethyl)-2-phenyl-1,2-dihydroisoquinolin-8-yl)piperidin-4-yl)carbamate